FC1C(CN(C1)C(=O)[O-])(C)C 4-fluoro-3,3-dimethylpyrrolidine-1-carboxylate